FC=1C(=C(C=C(C1)F)C(C)=O)O 1-(3,5-difluoro-2-hydroxyphenyl)ethanone